2,3,3,3-tetrafluoro-2-methoxy-propanehydrazide FC(C(=O)NN)(C(F)(F)F)OC